C(CC(C)C)OCC(C(C)C)S 1-Isopentyloxy-3-methyl-butane-2-thiol